2-((4-aminophenyl)selanyl)-1-(4-nitrophenyl)ethan-1-one NC1=CC=C(C=C1)[Se]CC(=O)C1=CC=C(C=C1)[N+](=O)[O-]